C1=C2C3=C(C=NC2=CC=C1)CC1CCCN13 7a,8,9,10-tetrahydro-7H-pyrrolizino[2,3-c]quinoline